[C@H]12CN(C[C@H](CC1)N2)C2=NC(=NC1=C(C(=CC=C21)C2=CC(=CC1=CC=CC=C21)O)F)OCC2CC(NC2)=O 4-(((4-((1R,5S)-3,8-diazabicyclo[3.2.1]octan-3-yl)-8-fluoro-7-(3-hydroxynaphthalen-1-yl)quinazolin-2-yl)oxy)methyl)pyrrolidin-2-one